ClC1=CC=C(C=C1)CCNC(=S)N1CC2=CC(=C(C=C2CC1)OC)OC N-[2-(4-chlorophenyl)ethyl]-6,7-dimethoxy-1,2,3,4-tetrahydroisoquinoline-2-carbothioamide